C(CCCCCCCCCCC)SC(C(C(=O)C1C(C=CCC1(C)C)C)C)C 3-(dodecylthio)-2-methyl-1-(2,6,6-trimethylcyclohex-3-en-1-yl)butan-1-one